C(CCCCCCCCCCC)(=O)NCCNCCCCCCNCCNC(CCCCCCCCCCC)=O N,N'-bis[2-(lauramido)ethyl]hexamethylenediamine